FC1=C(C=C(C=C1)NS(=O)(=O)C=1C(=NC=CC1)OC)C1=CC2=C(N=C(N=C2)NC(C)C)NC1=O N-(4-fluoro-3-(2-(isopropylamino)-7-oxo-7,8-dihydropyrido[2,3-d]pyrimidin-6-yl)phenyl)-2-methoxypyridine-3-sulfonamide